C1(CC1)N(C(=O)C1=NC=C(N=C1)NN)C N-cyclopropyl-5-hydrazino-N-methylpyrazine-2-carboxamide